C(C)OC1=NC=C(C(=N1)NC=1C2=C(NN1)C(N(C2)C(=O)N2[C@H](CN(C(C2)(C)C)C)C)(C)C)F N-(2-ethoxy-5-fluoropyrimidin-4-yl)-6,6-dimethyl-5-{[(2S)-2,4,5,5-tetramethylpiperazin-1-yl]carbonyl}-1,4,5,6-tetrahydropyrrolo[3,4-c]pyrazol-3-amine